F[C@@H]1CC=2N(C=NC2C(C(=O)OCC)N2N=C3C(=C(C=C(C3=C2)C(F)(F)F)C2=CC=C(C=C2)N2CCOCC2)C)C1 ethyl 2-((R)-6-fluoro-6,7-dihydro-5H-pyrrolo[1,2-c]imidazol-1-yl)-2-(7-methyl-6-(4-morpholinophenyl)-4-(trifluoromethyl)-2H-indazol-2-yl)acetate